1-(5-chloro-4-(4-fluoro-2-methoxyphenyl)pyridin-2-yl)-3-((1r,4r)-4-(isopropylamino)cyclohexyl)urea ClC=1C(=CC(=NC1)NC(=O)NC1CCC(CC1)NC(C)C)C1=C(C=C(C=C1)F)OC